4-(2-(2-(ethyl(2-Methyl (4-((6-hydroxy-2-(4-(methylsulfonyl)phenyl)naphthalen-1-yl)oxy)phenoxy)ethyl)amino)ethoxy)ethoxy)benzoate C(C)N(CCOCCOC1=CC=C(C(=O)[O-])C=C1)CC(C)OC1=CC=C(C=C1)OC1=C(C=CC2=CC(=CC=C12)O)C1=CC=C(C=C1)S(=O)(=O)C